C(C)[C@H]1N(C[C@@H](N(C1)C=1C=2N=C(N(C2N2C(N1)=NN=C2)C[C@H]2OCCC2)C)C)C(C)(C2=CC=C(C=C2)F)C2=CC=C(C=C2)F 2-((2R,5S)-2-Ethyl-5-methyl-4-(2-methyl-1-(((S)-tetrahydrofuran-2-yl)methyl)-1H-[1,2,4]triazolo[3,4-b]purin-4-yl)piperazin-1-yl)-2,2-bis(4-fluorophenyl)ethan